2-(2-((tert-butyldimethylsilyl)oxy)ethyl)aniline [Si](C)(C)(C(C)(C)C)OCCC1=C(N)C=CC=C1